tertiary butyl-aminosilane C(C)(C)(C)[SiH2]N